2-((7-(3-chlorophenyl)-4,5-dihydrobenzo[d]thiazol-2-yl)amino)-2-oxoethyl methylsulfamate CNS(OCC(=O)NC=1SC2=C(N1)CCC=C2C2=CC(=CC=C2)Cl)(=O)=O